((2S,5R)-5-methylpiperazin-2-yl)methanol C[C@H]1NC[C@H](NC1)CO